O=CCCOC1CN(C1)C(=O)OC(C)(C)C tert-Butyl 3-(3-oxopropoxy)azetidine-1-carboxylate